N,N-diethylamine hydrochloride CC[NH2+]CC.[Cl-]